ClC=1C(=NC(=NC1)NC1CCOCC1)C1=CC=C2CN(C(C2=C1)=O)CC(=O)NCC1=NC(=CC=C1)OC 2-(6-{5-chloro-2-[(oxacyclohex-4-yl)amino]pyrimidin-4-yl}-1-oxo-2,3-dihydro-1H-isoindol-2-yl)-N-[(6-methoxypyridin-2-yl)methyl]acetamide